5-methyl-4-(4,4,5,5-tetramethyl-1,3,2-dioxaborolan-2-yl)-2-((2-(trimethylsilyl)ethoxy)methyl)-2H-indazole CC1=C(C2=CN(N=C2C=C1)COCC[Si](C)(C)C)B1OC(C(O1)(C)C)(C)C